[Si](C)(C)(C(C)(C)C)OC[C@](CCCC)(C)NC=1C2=C(N=C(N1)NCC1=C(C=C(C=C1)OC)OC)C=NC=N2 (R)-N4-(1-((tert-butyldimethylsilyl)oxy)-2-methylhex-2-yl)-N2-(2,4-dimethoxybenzyl)pyrimido[5,4-d]pyrimidine-2,4-diamine